5-[6-(5,6-dichloro-2,3-dihydro-1-benzofuran-2-yl)-2-pyridyl]-1H-tetraazole ClC=1C(=CC2=C(CC(O2)C2=CC=CC(=N2)C2=NN=NN2)C1)Cl